N-(2-chloropyrimidin-4-yl)-2,3-dimethyl-2H-indazol-6-amine ClC1=NC=CC(=N1)NC=1C=CC2=C(N(N=C2C1)C)C